fluoro-2-isopropylisonicotinic acid FC1=C(C(=O)O)C=CN=C1C(C)C